tert-butyl (4,6-dimethyl-5-(4,4,5,5-tetramethyl-1,3,2-dioxaborolan-2-yl)pyridin-3-yl)carbamate CC1=C(C=NC(=C1B1OC(C(O1)(C)C)(C)C)C)NC(OC(C)(C)C)=O